[S].[Ti].[Tb].NC1=NC=C(C2=C1C(=C(N2C)C2=CC=C(C=C2)NC(C=C)=O)C2=CC(=C(C=C2)OC2=NC=CC=C2)F)C#N N-(4-(4-amino-7-cyano-3-(3-fluoro-4-(pyridin-2-yloxy)phenyl)-1-methyl-1H-pyrrolo[3,2-c]pyridin-2-yl)phenyl)acrylamide terbium-titanium sulfur